FC(C(=O)NC1CCN(CC1)C(=O)OC(C)(C)C)(OC1=CC=C(C=C1)C)F tert-butyl 4-(2,2-difluoro-2-(p-tolyloxy)acetamido)piperidine-1-carboxylate